ClNCCC[N+](CCCS(=O)(=O)O)(C)C 3-[(3-Chloroaminopropyl)dimethylammonio]-1-propanesulfonic acid